BrCC Bromoethan